CN1CC(CC1)C=1C(=NN(C1)C(=O)N)C=CC=1SC=CC1 (1-methylpyrrolidin-3-yl)-3-(2-(thiophen-2-yl)vinyl)-1H-pyrazole-1-carboxamide